4-hydroxy-2,6-dimethylpyrimidine OC1=NC(=NC(=C1)C)C